1,3-Di-o-tolylguanidine CC1=CC=CC=C1NC(=NC2=CC=CC=C2C)N